CC1=C(C(=C2C=NN(C2=C1)C1OCCCC1)B1OC(C(O1)(C)C)(C)C)CCCCO 4-(6-Methyl-1-(tetrahydro-2H-pyran-2-yl)-4-(4,4,5,5-tetramethyl-1,3,2-dioxaborolan-2-yl)-1H-indazol-5-yl)butan-1-ol